C(#N)C=1C=NN(C1)C1CCC(CC1)NC1=CC(=NC=C1C(=O)NC[C@H](C(C)(C)O)F)C1=CC=C2N1N=CC(=C2)C#N 4-(((1r,4R)-4-(4-cyano-1H-pyrazol-1-yl)cyclohexyl)amino)-6-(3-cyanopyrrolo[1,2-b]pyridazin-7-yl)-N-((R)-2-fluoro-3-hydroxy-3-methylbutyl)nicotinamide